C(C)(C)(C)C1=C(OP2OCC3(CO2)COP(OC3)OC3=C(C=C(C=C3)C(C)(C)C)C(C)(C)C)C=CC(=C1)C(C)(C)C 3,9-bis(2,4-di-tert-butylphenoxy)-2,4,8,10-tetraoxa-3,9-diphosphaspiro[5.5]-undecane